C(C)OC[C@H](C(C)(C)C)NC1=C(C=NC2=CC=CC=C12)N N4-[(1S)-1-(ethoxymethyl)-2,2-dimethyl-propyl]quinoline-3,4-diamine